P(O)(N)OC[C@@H]1[C@H]([C@]([C@@H](O1)N1C=NC=2C(N)=NC=NC12)(O)C)O 2'-C-methyladenosine phosphoramidite